trans-tert-butyl N-{1-[6-chloro-3-(3,5-difluorophenyl)quinolin-4-yl]-3-methoxypiperidin-4-yl}carbamate ClC=1C=C2C(=C(C=NC2=CC1)C1=CC(=CC(=C1)F)F)N1C[C@H]([C@@H](CC1)NC(OC(C)(C)C)=O)OC